glycerol taurate NCCS(=O)(=O)OCC(O)CO